[(2R,5S)-2-(5-acetamido-2-thienyl)-5-methyl-1-piperidyl]-N-(6-amino-5-methyl-3-pyridyl)-2-oxo-acetamide C(C)(=O)NC1=CC=C(S1)[C@@H]1N(C[C@H](CC1)C)C(C(=O)NC=1C=NC(=C(C1)C)N)=O